N-(3-fluoro-4-((6-fluoro-7-(2-morpholinoethoxy)quinolin-4-yl)oxy)phenyl)-5-(4-fluorophenyl)-6-oxo-2,3,5,6-tetrahydrofuro[3,2-c]pyridine-7-carboxamide FC=1C=C(C=CC1OC1=CC=NC2=CC(=C(C=C12)F)OCCN1CCOCC1)NC(=O)C1=C2C(=CN(C1=O)C1=CC=C(C=C1)F)CCO2